3-[7-chloro-3-(3-chloro-5-methylphenyl)-4-{4-[(oxetan-3-yl)amino]piperidin-1-yl}cinnolin-6-yl]-5-fluoro-2-hydroxybenzonitrile ClC1=C(C=C2C(=C(N=NC2=C1)C1=CC(=CC(=C1)C)Cl)N1CCC(CC1)NC1COC1)C=1C(=C(C#N)C=C(C1)F)O